BrC1=C(C(=C(C(=C1)N)N)C)F 5-bromo-4-fluoro-3-methylbenzene-1,2-diamine